[Si](C)(C)(C(C)(C)C)OCCOC1=NC(=CC=C1[C@H]1[C@@H](O[C@]([C@H]1C)(C(F)(F)F)C)C(=O)NC1=CC(=NC=C1)C(=O)OC)C(F)F methyl 4-((2R,3S,4S,5R)-3-(2-(2-((tert-butyldimethylsilyl)oxy)ethoxy)-6-(difluoromethyl)pyridin-3-yl)-4,5-dimethyl-5-(trifluoromethyl)tetrahydrofuran-2-carboxamido)picolinate